NC1=C2C(=NC=N1)N(N=C2C2=CC=C(C=C2)OC2=CC=CC=C2)[C@@H]2[C@H](CN(CC2)C(=O)OC(C)(C)C)F tert-butyl (3S,4S)-4-[4-amino-3-(4-phenoxyphenyl)pyrazolo[3,4-d]pyrimidin-1-yl]-3-fluoro-piperidine-1-carboxylate